BrC1=NN2C(N=CC=C2C2CN(CCC2)CC2=CC=C(C=C2)Cl)=C1C=O 2-Bromo-7-(1-(4-chlorobenzyl)piperidin-3-yl)pyrazolo[1,5-a]pyrimidine-3-carbaldehyde